7-(1-hydroxyethyl)-3-methyl-2-(piperidin-1-yl)thieno[3,2-d]pyrimidin-4(3H)-one OC(C)C1=CSC2=C1N=C(N(C2=O)C)N2CCCCC2